(5S)-2-[(1-Methyl-1H-pyrazolo[3,4-b]pyridin-3-yl)methyl]-3-oxo-2,3,5,6,7,8-hexahydro[1,2,4]triazolo[4,3-a]pyridin CN1N=C(C=2C1=NC=CC2)CN2N=C1N(CCCC1)C2=O